di(tert-butyl)hydroquinone C(C)(C)(C)C=1C(=C(O)C=CC1O)C(C)(C)C